[2-[1-(3,3-dimethylcyclohexyl)ethoxy]-2-methylpropyl]propanoate CC1(CC(CCC1)C(C)OC(COC(CC)=O)(C)C)C